CC1=C(C2=C(N=CN=C2NC2(CC2)C)O1)C(=O)N1CC(CC1)C1=CC(=CC=C1)C(F)(F)F 6-methyl-N-(1-methylcyclopropyl)-5-{3-[3-(trifluoromethyl)phenyl]pyrrolidine-1-carbonyl}furo[2,3-d]pyrimidin-4-amine